C[C@H]1N(CCOC1)C1=NC=2N(C(=C1)C1=CC=NN1C)N=CC2C2=CC=NN2C2OCCCC2 (3R)-3-methyl-4-(7-(1-methyl-1H-pyrazol-5-yl)-3-(1-(tetrahydro-2H-pyran-2-yl)-1H-pyrazol-5-yl)pyrazolo[1,5-a]Pyrimidin-5-yl)morpholine